(S*)-tert-butyl 11,11-difluoro-8-(hydroxymethyl)-3,4,8,9,10,11-hexahydro-1H-pyrido[4',3':3,4]pyrazolo[1,5-a]azepine-2-carboxylate FC1(C=2N(C[C@H](CC1)CO)N=C1C2CN(CC1)C(=O)OC(C)(C)C)F |o1:5|